(2S)-3-(3-chloro-5-iodophenyl)-2-(9H-fluoren-9-ylmethoxycarbonylamino)propionic acid ClC=1C=C(C=C(C1)I)C[C@@H](C(=O)O)NC(=O)OCC1C2=CC=CC=C2C=2C=CC=CC12